NCCCNC1CCC(CC1)NC1=NC=C(C(=N1)C=1C=NN(C1CC1CC1)C)Cl (1r,4r)-N1-(3-aminopropyl)-N4-(5-chloro-4-(5-(cyclopropylmethyl)-1-methyl-1H-pyrazol-4-yl)pyrimidin-2-yl)cyclohexane-1,4-diamine